dihydroxy-6-methyl-octanoic acid OC(C(=O)O)(CCCC(CC)C)O